C(CCCCCCCCCCC)OCCCCCCCCCCC n-undecyl n-dodecyl ether